Ethyl 4-(3-(2-(((tert-butoxycarbonyl)(2-(4-fluorophenyl)cyclopropyl)amino)methyl)-5,6-dihydroimidazo[1,2-a]pyrazin-7(8H)-yl)propyl)benzoate C(C)(C)(C)OC(=O)N(C1C(C1)C1=CC=C(C=C1)F)CC=1N=C2N(CCN(C2)CCCC2=CC=C(C(=O)OCC)C=C2)C1